propyl benzoate sodium salt [Na].C(C1=CC=CC=C1)(=O)OCCC